[(E)-(3-benzyloxy-2,4-dibromo-phenyl)methyleneamino]methanamine C(C1=CC=CC=C1)OC=1C(=C(C=CC1Br)\C=N\CN)Br